OCC(C(=O)N(C1=CC=CC=C1)C1=CC=C(C=C1)O)CC=C 2-(hydroxymethyl)-N-(4-hydroxyphenyl)-N-phenylpent-4-enamide